C(C)[C@H]1OC2=C(CN(C1)CC=1C=C(C=CC1C)[C@@H]([C@@H](C(=O)O)C)C1=C(C3=C(N(N=N3)CC)C=C1)C)C=CC=C2.[NH4+] ammonium (2S,3R)-3-(3-(((R)-2-ethyl-2,3-dihydrobenzo[f][1,4]oxazepin-4(5H)-yl)methyl)-4-methylphenyl)-3-(1-ethyl-4-methyl-1H-benzo[d][1,2,3]triazol-5-yl)-2-methylpropanoic acid